3-(5-(difluoromethyl)-1,3,4-thiadiazol-2-yl)-8-(4-hydroxy-4-methylpiperidin-1-yl)-N-(1-methylcyclopropyl)imidazo[1,5-a]pyridine-6-sulfonamide FC(C1=NN=C(S1)C1=NC=C2N1C=C(C=C2N2CCC(CC2)(C)O)S(=O)(=O)NC2(CC2)C)F